C(C)(C)(C)OC(=O)N1CCN(CC1)CC1=CC=C(C=C1)COC1=C2CN(C(C2=CC=C1)=O)C1C(NC(CC1)=O)=O 4-{4-[2-(2,6-DIOXO-PIPERIDIN-3-YL)-1-OXO-2,3-DIHYDRO-1H-ISOINDOL-4-YLOXYMETHYL]-BENZYL}-PIPERAZINE-1-CARBOXYLIC ACID TERT-BUTYL ESTER